9,9',9''-(4-(tert-butyl)-5-(4-(3,6-diphenyl-9H-carbazol-9-yl)phenyl)pyridine-2,3,6-triyl)tris(9H-carbazole) C(C)(C)(C)C1=C(C(=NC(=C1C1=CC=C(C=C1)N1C2=CC=C(C=C2C=2C=C(C=CC12)C1=CC=CC=C1)C1=CC=CC=C1)N1C2=CC=CC=C2C=2C=CC=CC12)N1C2=CC=CC=C2C=2C=CC=CC12)N1C2=CC=CC=C2C=2C=CC=CC12